C(C=C)OC1=CC=CC=2C(C3=CC=CC=C3C(C12)=O)=O allyloxyanthraquinone